(S)-N-((3-(3-fluoro-4-(1,4-thiazepan-4-yl)phenyl)-2-oxooxazolidin-5-yl)methyl)butanamide FC=1C=C(C=CC1N1CCSCCC1)N1C(O[C@H](C1)CNC(CCC)=O)=O